9,9-spirobifluorene C1=CC=CC=2C3=CC=CC=C3C3(C12)C1=CC=CC=C1C=1C=CC=CC13